N=[S@@](=O)(C)CC1CN(C1)C=1C=CC(=C2C=C(N=CC12)NC1=NC(=NC=C1)N1CCC(CC1)OC)C(C)C (R)-imino((1-(5-isopropyl-3-((2-(4-methoxypiperidin-1-yl)pyrimidin-4-yl)amino)isoquinolin-8-yl)azetidin-3-yl)methyl)(methyl)-λ6-sulfanone